(s)-1-Boc-3-methylpiperazine C(=O)(OC(C)(C)C)N1C[C@@H](NCC1)C